(2S,4R)-1-((S)-2-(6-aminohexanamido)-3,3-dimethylbutanoyl)-4-hydroxy-N-((S)-1-(4-(4-methylthiazol-5-yl)phenyl)ethyl)pyrrolidine-2-carboxamide NCCCCCC(=O)N[C@H](C(=O)N1[C@@H](C[C@H](C1)O)C(=O)N[C@@H](C)C1=CC=C(C=C1)C1=C(N=CS1)C)C(C)(C)C